ClC1=C(C(=O)NCC2[C@@H]3CN(C[C@H]23)C2=NC=C(C=C2)C=2C=3N(C=C(C2)C=2C=NN(C2)C)N=CC3C#N)C=C(C=C1)F 2-chloro-N-(((1R,5S,6s)-3-(5-(3-cyano-6-(1-methyl-1H-pyrazol-4-yl)pyrazolo[1,5-a]pyridin-4-yl)pyridin-2-yl)-3-azabicyclo[3.1.0]hexan-6-yl)methyl)-5-fluorobenzamide